4-[2-(cis-4-aminocyclohexyl)oxy-5-methylsulfonylphenyl]-2-methylisoquinolin-1-one N[C@H]1CC[C@H](CC1)OC1=C(C=C(C=C1)S(=O)(=O)C)C1=CN(C(C2=CC=CC=C12)=O)C